1,1'-bis(hydroxymethyl)ferrocene OC[C-]1C=CC=C1.[C-]1(C=CC=C1)CO.[Fe+2]